C(C\C=C/CCCCC)C(CO)CCCCCCCCCCCCCC 2-[(Z)-non-3-enyl]hexadecan-1-ol